C(C)(C)(C)OC(=O)C=1NC2=CC=CC(=C2C1C(C(F)(F)F)=O)OC tert-butoxycarbonyl-4-methoxy-3-trifluoroacetyl-indole